3-(but-3-en-1-yloxy)-4-methoxypiperidine trifluoroacetate salt FC(C(=O)O)(F)F.C(CC=C)OC1CNCCC1OC